tert-butyl 4-[(5-bromo-1,3-benzothiazol-2-yl)methyl]-4-methyl-piperidine-1-carboxylate BrC=1C=CC2=C(N=C(S2)CC2(CCN(CC2)C(=O)OC(C)(C)C)C)C1